N-(5-nitrothiazol-2-yl)-4-aminosulfonyl-benzamide [N+](=O)([O-])C1=CN=C(S1)NC(C1=CC=C(C=C1)S(=O)(=O)N)=O